5-chloroisoindoline ClC=1C=C2CNCC2=CC1